CCN(CC)CCNCCN(CC)CC N,N,N',N'-tetraethyldiethylenetriamine